N-(2-(4-(dimethylamino)phenyl)-1H-benzo[d]imidazol-5-yl)-2-(1H-indazol-1-yl)acetamide CN(C1=CC=C(C=C1)C1=NC2=C(N1)C=CC(=C2)NC(CN2N=CC1=CC=CC=C21)=O)C